CC1=CN(C2=NC=C(N=C21)NC(C=C)=O)CC2=CC=C(C=C2)C(F)(F)F N-(7-methyl-5-(4-(trifluoromethyl)benzyl)-5H-pyrrolo[2,3-b]pyrazin-2-yl)acrylamide